ClC=1C(=NC(=NC1)N1CC(CCC1)C(F)(F)F)NC1=CC2=C(N(C(N2CCC(C)(C)O)=O)C)C=C1 5-((5-Chloro-2-(3-(trifluoromethyl)piperidin-1-yl)pyrimidin-4-yl)amino)-3-(3-hydroxy-3-methylbutyl)-1-methyl-1,3-dihydro-2H-benzo[d]imidazol-2-on